2-((2-(2-methoxypyridin-3-yl)-5H-pyrrolo[3,2-c]pyridin-5-yl)methyl)-6-methyl-1H-benzimidazole COC1=NC=CC=C1C1=CC2=CN(C=CC2=N1)CC1=NC2=C(N1)C=C(C=C2)C